tert-Butyl 4-[2-({4-[(4-{[tert-butyl(dimethyl)silyl]oxy}phenyl)amino]-1-methyl-1H-pyrazol-5-yl}oxy)ethyl]-3,4-dihydroisoquinoline-2(1H)-carboxylate [Si](C)(C)(C(C)(C)C)OC1=CC=C(C=C1)NC=1C=NN(C1OCCC1CN(CC2=CC=CC=C12)C(=O)OC(C)(C)C)C